FC1(CC(C1)N(C(=O)N1C=NC=C1)C)F N-(3,3-difluorocyclobutyl)-N-methyl-imidazole-1-carboxamide